(S)-N-(3-(5-(acrylamidomethyl)pyridin-3-yl)prop-2-yn-1-yl)-N-(4-fluorophenyl)-3-(6-methyl-4-(trifluoromethyl)pyridin-2-yl)-2-oxoimidazolidine-4-carboxamide C(C=C)(=O)NCC=1C=C(C=NC1)C#CCN(C(=O)[C@H]1N(C(NC1)=O)C1=NC(=CC(=C1)C(F)(F)F)C)C1=CC=C(C=C1)F